FC(OC1=CC=C(C=C1)C1=NC2=C(N1CCCC1=C(OCCCCCC(=O)O)C=CC=C1)C=CC=C2)(F)F 6-(2-(3-(2-(4-(trifluoromethoxy)phenyl)-1H-benzo[d]imidazol-1-yl)propyl)phenoxy)hexanoic acid